C(C)(C)(C)C1=C(C=CC=C1)P(C1=CC(=CC=C1)OC)C1=C(C=CC=C1)C(C)(C)C di(tert-butylphenyl)(3-methoxyphenyl)phosphine